C12C(C(C(CC1)C2)C(=O)O)C(=O)O 2,3-norbornane-dicarboxylic acid